(S)-1-(4-(trifluoromethyl)phenyl)ethanamine FC(C1=CC=C(C=C1)[C@H](C)N)(F)F